N1=C(C=CC=C1)OCC=1N=C2N(C=C(C=N2)C2=C(C=C(C=O)C=C2)C(F)(F)F)C1 4-[2-(2-pyridinyloxymethyl)imidazo[1,2-a]pyrimidin-6-yl]-3-(trifluoromethyl)benzaldehyde